C(C)(C)(C)OC(=O)N1CC(C1)C=1C(=C2N=CC=NC2=C(C1)C1=CC=C(C=C1)OC(F)(F)F)C=C 3-(8-(4-(Trifluoromethoxy)phenyl)-5-vinylquinoxalin-6-yl)azetidine-1-carboxylic acid tert-butyl ester